N-(4-chlorobenzyl)-6-((1-(cyclopropylsulfonyl)cyclopropyl)methyl)-1-(2-hydroxy-2-methylpropyl)-7-oxo-4,5,6,7-tetrahydro-1H-pyrazolo[3,4-c]Pyridine-3-carboxamide ClC1=CC=C(CNC(=O)C2=NN(C=3C(N(CCC32)CC3(CC3)S(=O)(=O)C3CC3)=O)CC(C)(C)O)C=C1